C[C@@H]1CN(C[C@@H](O1)C)CC1CCN(CC1)C1=C(N)C=CC=C1F 2-(4-{[(2R,6S)-2,6-dimethylmorpholin-4-yl]Methyl}piperidin-1-yl)-3-fluoroaniline